2-[3-(dimethylamino)-4-ethyl-phenyl]acetic acid CN(C=1C=C(C=CC1CC)CC(=O)O)C